C(C1=CC=CC=C1)NC1=NC=CC(=C1)C1=C(N=C(S1)CCCC)C1=CC(=CC=C1)C N-benzyl-N-[4-[2-butyl-4-(3-methylphenyl)-1,3-thiazol-5-yl]-2-pyridyl]amine